O1C(C=CC2=C1C=CC=C2)=[Se] 1H-2-Benzopyraneselon